ClC1=C(C=CC(=C1)C)C=1N=C(N2C1OC=C2)C2=CC=C(C(=O)O)C=C2 4-(7-(2-chloro-4-methylphenyl)imidazo[5,1-b]oxazol-5-yl)benzoic acid